2-(2-Fluoro-3-pyridyl)-8-[(1S)-1-hydroxyethyl]-3,6-dimethyl-chromen-4-one FC1=NC=CC=C1C=1OC2=C(C=C(C=C2C(C1C)=O)C)[C@H](C)O